O1[C@H](COC2=C1C=CC=C2)C2=CC=C(CN1CC3(CCCN3S(=O)(=O)C)CC1)C=C2 7-{4-[(2S)-2,3-dihydro-1,4-benzodioxin-2-yl]benzyl}-1-(methylsulfonyl)-1,7-diazaspiro[4.4]nonane